BrC1=C2CN(C(C2=CC=C1F)=O)C1=CC(=CC=C1)C1(COC1)CC1=NN=CN1C 4-bromo-5-fluoro-2-(3-{3-[(4-methyl-1,2,4-triazol-3-yl)methyl]oxetan-3-yl}phenyl)-3H-isoindol-1-one